3,4,3',5'-tetrahydroxystilbene OC=1C=C(C=CC1O)C=CC1=CC(=CC(=C1)O)O